COCCOCCOCCOC1=NN(C=C1NC1=NC=CC=N1)C1CCC(CC1)N1CCOCC1 N-(3-(2-(2-(2-methoxyethoxy)ethoxy)ethoxy)-1-((1r,4r)-4-morpholinocyclohexyl)-1H-pyrazol-4-yl)pyrimidin-2-amine